N[C@@H]1C[C@H](CC12CCN(CC2)C2=NC(=C(N=C2)SC2=C(C(=NC=C2)Cl)Cl)N)O (2S,4R)-4-amino-8-(6-amino-5-((2,3-dichloropyridin-4-yl)thio)pyrazin-2-yl)-8-azaspiro[4.5]decan-2-ol